Ethyl 2-(7-methyl-4-oxo-2-vinyl-6,7-dihydrothieno[3,2-c]pyridin-5(4H)-yl)acetate CC1C2=C(C(N(C1)CC(=O)OCC)=O)C=C(S2)C=C